3-(bis(2-((tert-butyldimethylsilyl)oxy)dodecyl)amino)propyl pyridin-2-yl carbonate C(OCCCN(CC(CCCCCCCCCC)O[Si](C)(C)C(C)(C)C)CC(CCCCCCCCCC)O[Si](C)(C)C(C)(C)C)(OC1=NC=CC=C1)=O